P(OC(C(F)(F)F)C(F)(F)F)(OC(C(F)(F)F)C(F)(F)F)OC(C(F)(F)F)C(F)(F)F tris(1,1,1,3,3,3-hexafluoropropan-2-yl) phosphite